N[C@H]1C2N(CC1CC2)C(=O)C2=CC1=C(N(C(=N1)C=1N(C3=C(C=CC=C3C1)NC1=NC(=NC=C1)C(=O)N)CC1CC1)C)C(=C2)OC 4-((2-(5-((7R)-7-amino-2-azabicyclo[2.2.1]heptane-2-carbonyl)-7-methoxy-1-methyl-1H-benzo[d]imidazol-2-yl)-1-(cyclopropylmethyl)-1H-indol-7-yl)amino)pyrimidine-2-carboxamide